trimethyl-[(1s,3s)-3-(benzyloxy)cyclobutoxy]silane C[Si](OC1CC(C1)OCC1=CC=CC=C1)(C)C